N1=CC(=CC=C1)C=C(C(=CC=1C=NC=CC1)Cl)Cl 1,4-bis(3-pyridinyl)-2,3-dichloro-1,3-butadiene